CC(CCC1C(CCCC1)O)C 2-(3-methylbutyl)cyclohexane-1-ol